CCCCCCCCC\C=C\C E-10-dodecene